CC1=CC=C(C=C1)S(=O)(=O)OC[C@@H]1OC(OC1)(C)C [(4R)-2,2-dimethyl-1,3-dioxolan-4-yl]methyl 4-methylbenzenesulfonate